N-[5-bromo-4-(fluoromethoxy)-6-methoxy-pyrimidin-2-yl]-6-chloro-1H-indole-3-sulfonamide BrC=1C(=NC(=NC1OC)NS(=O)(=O)C1=CNC2=CC(=CC=C12)Cl)OCF